2-chloro-9-([4-[5-cyclopropyl-3-(trifluoromethyl)pyrazol-1-yl]phenyl]methyl)-2-(4-cyclopropyl-6-methoxypyrimidin-5-yl)-7H-purin-8-one ClC1(NC=C2NC(N(C2=N1)CC1=CC=C(C=C1)N1N=C(C=C1C1CC1)C(F)(F)F)=O)C=1C(=NC=NC1OC)C1CC1